methyl 4-morpholinopiperidine-2-carboxylate O1CCN(CC1)C1CC(NCC1)C(=O)OC